(6aR,8S)-5-(4-(trifluoromethyl)phenyl)-6,6a,7,8,9,10-hexahydro-5H-pyrido[1,2-a]quinoxaline-8-carboxylic acid FC(C1=CC=C(C=C1)N1C[C@@H]2N(C=3C=CC=CC13)CC[C@@H](C2)C(=O)O)(F)F